C(C)(C)(CC)N=[Nb](OC(C)(C)C)(OC(C)(C)C)OC(C)(C)C (t-pentylimino)tris(t-butyloxy)niobium